CC1=C(C(=CC=C1)C)C1=NC=2NS(C3=CN(C(C(N4CC=5C=CC=CC5C(OC(=C1)N2)C4)=O)=C3)C)(=O)=O 11-(2,6-dimethylphenyl)-4-methyl-14-oxa-7λ6-thia-1,4,8,10,24-pentaazapentacyclo[13.7.1.13,6.19,13.016,21]pentacosa-3(25),5,9(24),10,12,16(21),17,19-octaene-2,7,7-trione